2-((4-(dimethylamino)benzylidene)hydrazineylidene)-6-(4-(dimethylamino)phenyl)tetrahydropyrimidin-4(1H)-one CN(C1=CC=C(C=NN=C2NC(CC(N2)=O)C2=CC=C(C=C2)N(C)C)C=C1)C